N(=C=O)C(CCCCCCCCCCC)N=C=O diisocyanatododecane